2-(5-Bromo-1H-pyrrolo[2,3-b]pyridin-3-yl)acetamide BrC=1C=C2C(=NC1)NC=C2CC(=O)N